N1C=NC(=C1)[C@@H](C)N1C(N=C(C2=CC=C(C=C12)C(F)(F)F)N(C)C)=O (R)-1-(1-(1H-imidazol-4-yl)ethyl)-4-(dimethylamino)-7-(trifluoromethyl)quinazolin-2(1H)-one